tert-Butyl (1R,3R,5S)-3-([2-[5-cyclopropyl-3-(2,6-dichlorophenyl)-1,2-oxazol-4-yl]acetyl]oxy)-8-azabicyclo[3.2.1]octane-8-carboxylate C1(CC1)C1=C(C(=NO1)C1=C(C=CC=C1Cl)Cl)CC(=O)OC1C[C@H]2CC[C@@H](C1)N2C(=O)OC(C)(C)C